((1s,3s)-3-Hydroxy-3-methylcyclobutyl)(7-((3-methyl-5-(trifluoromethyl)pyridin-2-yl)oxy)-2-azaspiro[3.5]nonan-2-yl)methanon OC1(CC(C1)C(=O)N1CC2(C1)CCC(CC2)OC2=NC=C(C=C2C)C(F)(F)F)C